CC\C=C/C\C=C/C\C=C/CCCCCCCC (Z,Z,Z)-3,6,9-Octadecatriene